fluoro-2'-methyl-5'-(4,4,5,5-tetramethyl-1,3,2-dioxaborolan-2-yl)spiro[cyclopentane-1,3'-indole] FC1=C2C3(C(=NC2=CC=C1B1OC(C(O1)(C)C)(C)C)C)CCCC3